ClC1=C(C=C(C=C1)NC(=NC#N)NC1=CC=C(C=C1)F)[N+](=O)[O-] 1-(4-chloro-3-nitro-phenyl)-2-cyano-3-(4-fluorophenyl)guanidine